FC1(CCN(CCC1)C1=NC=C(C=C1C(=O)NC1=CN(C2=NC=CC=C21)S(=O)(=O)C)C(F)(F)F)F 2-(4,4-difluoroazepan-1-yl)-N-[1-(methylsulfonyl)-1H-pyrrolo[2,3-b]pyridin-3-yl]-5-(trifluoromethyl)pyridine-3-carboxamide